CN1N=CC=C1C(=O)NC1CCC(CC1)NC1=CC=CC=2N1C=C(N2)C(F)(F)F 1-methyl-N-[(1s,4s)-4-{[2-(trifluoromethyl)imidazo[1,2-a]pyridin-5-yl]amino}cyclohexyl]-1H-pyrazole-5-carboxamide